carbon sodium citrate C(CC(O)(C(=O)[O-])CC(=O)[O-])(=O)[O-].[Na+].[C+4]